(S)-ethyl 2-(2-((7-(2-(1-amino-2-hydroxyethyl)pyridin-4-yl)benzofuran-5-yl)methoxy)phenyl)acetate N[C@H](CO)C1=NC=CC(=C1)C1=CC(=CC=2C=COC21)COC2=C(C=CC=C2)CC(=O)OCC